C(=O)C=1C=C(CN2CCN(CC2)C2=C(C=C(C=C2)C2=NC(=NO2)C2=CC=C(C#N)C=C2)[N+](=O)[O-])C=CC1O 4-(5-(4-(4-(3-formyl-4-hydroxybenzyl)piperazin-1-yl)-3-nitrophenyl)-1,2,4-oxadiazol-3-yl)benzonitrile